2-(2-((5-(1-aminoisoquinolin-5-yl)-1-(3,3-difluorocyclopentyl)-1H-indazol-3-yl)methoxy)phenyl)acetic acid NC1=NC=CC2=C(C=CC=C12)C=1C=C2C(=NN(C2=CC1)C1CC(CC1)(F)F)COC1=C(C=CC=C1)CC(=O)O